5-(3-isopropoxyphenyl)-5,8,8-trimethyl-3-(trifluoromethyl)-9,10-dihydro-7H-benzo[b][1,8]naphthyridin-6-one C(C)(C)OC=1C=C(C=CC1)C1(C2=C(NC=3N=CC(=CC13)C(F)(F)F)CC(CC2=O)(C)C)C